(Dimethylamino)-6-[(3-hydroxybenzyl)amino]-9-(tetrahydro-2H-pyran-2-yl)-9H-purine CN(C)C1=NC(=C2N=CN(C2=N1)C1OCCCC1)NCC1=CC(=CC=C1)O